Ethyl 2-chloro-5-ethoxy-1-methyl-6-oxo-1,6-dihydropyrimidine-4-carboxylate ClC=1N(C(C(=C(N1)C(=O)OCC)OCC)=O)C